(R)-3-((3-fluoro-4-(4-(((5-fluoro-4-oxo-2-(2-(tetrahydro-2H-pyran-4-yl)ethyl)-3,4-dihydroquinazolin-7-yl)oxy)methyl)-[1,4'-bipiperidin]-1'-yl)phenyl)amino)piperidine-2,6-dione FC=1C=C(C=CC1N1CCC(CC1)N1CCC(CC1)COC1=CC(=C2C(NC(=NC2=C1)CCC1CCOCC1)=O)F)N[C@H]1C(NC(CC1)=O)=O